2-(2,6-Dimethylpyridin-4-yl)-3-isopropyl-5-((1-isopropylpiperidin-4-yl)methoxy)-1H-indol CC1=NC(=CC(=C1)C=1NC2=CC=C(C=C2C1C(C)C)OCC1CCN(CC1)C(C)C)C